C(C)OC1CCC(CC1)NC=1N=CC2=C(N1)C(=CN=C2NC(C2=CC=CC=C2)=O)I N-(2-(((1R,4R)-4-ethoxycyclohexyl)amino)-8-iodopyrido[4,3-d]pyrimidin-5-yl)benzamide